O1C(=NC=C1)COC=1C=CC2=C(N=C(O2)C2CCNCC2)C1 5-[(Oxazol-2-yl)methoxy]-2-(piperidin-4-yl)-1,3-benzoxazole